ClC=1C=C2CC(CC2=CC1)NC=1C=CC(=NC1)C(C(F)(F)F)N1C(CN(CC1)C1CCOCC1)=O 1-(1-(5-((5-Chloro-2,3-dihydro-1H-inden-2-yl)amino)pyridin-2-yl)-2,2,2-trifluoroethyl)-4-(tetrahydro-2H-pyran-4-yl)piperazin-2-one